2-(pyridin-3-yl)pyrrolidin-3-ol N1=CC(=CC=C1)C1NCCC1O